1-benzyl-N-(2-((3-methoxyazetidin-1-yl)methyl)-4-methyl-5-oxo-5,6,7,8-tetrahydro-4H-pyrazolo[1,5-a][1,3]diazepin-6-yl)-1H-1,2,4-triazole-3-carboxamide C(C1=CC=CC=C1)N1N=C(N=C1)C(=O)NC1C(N(C=2N(CC1)N=C(C2)CN2CC(C2)OC)C)=O